C[C@H](C(=O)O)[NH3+] The molecule is an alaninium that is the conjugate acid of D-alanine. It has a role as a human metabolite. It is a conjugate acid of a D-alanine. It is an enantiomer of a L-alaninium.